CN([C@H](C1=C(C=CC=C1)P(C1=CC=CC=C1)C1=CC=CC=C1)[C-]1C(=CC=C1)P(C1=CC=CC=C1)C1=CC=CC=C1)C.[CH-]1C=CC=C1.[Fe+2] (2R)-1-[(S)-alpha-(dimethylamino)-2-(diphenylphosphino)benzyl]2-diphenylphosphinoferrocene